hexane CCCCCC